2,4,6-tribromotoluene BrC1=C(C)C(=CC(=C1)Br)Br